COC(=O)C1CCCC1 4-(methoxycarbonyl)cyclopentane